4'-(Methoxymethyl)-4,5,5',6'-tetrahydro-2H-spiro[furan-3,8'-pyrano[3,4-b]pyridine] 1'-oxide COCC1=C2C(=[N+](C=C1)[O-])C1(OCC2)COCC1